methyl-2-((1R,6R)-3-methyl-6-(prop-1-en-2-yl)cyclohex-2-enyl)benzene-1,3-diol CC1=C(C(=C(C=C1)O)[C@@H]1C=C(CC[C@H]1C(=C)C)C)O